C(C(C)C)(=O)OCCOP1OCCO1 2-((1,3,2-dioxaphospholan-2-yl)oxy)ethyl isobutyrate